tert-Butyl 5-((2'-(((4-chloro-2-fluoropyridin-3-yl)methyl)amino)-[2,4'-bipyrimidin]-4-yl)ethynyl)-1H-indazole-1-carboxylate ClC1=C(C(=NC=C1)F)CNC1=NC=CC(=N1)C1=NC=CC(=N1)C#CC=1C=C2C=NN(C2=CC1)C(=O)OC(C)(C)C